CC(=O)[C@H]1CC[C@@H]2[C@@]1(CC[C@H]3[C@H]2CCC4=CC(=O)CC[C@]34C)C The molecule is a C21-steroid hormone in which a pregnane skeleton carries oxo substituents at positions 3 and 20 and is unsaturated at C(4)-C(5). As a hormone, it is involved in the female menstrual cycle, pregnancy and embryogenesis of humans and other species. It has a role as a contraceptive drug, a progestin, a progesterone receptor agonist, a human metabolite and a mouse metabolite. It is a 20-oxo steroid, a 3-oxo-Delta(4) steroid and a C21-steroid hormone. It derives from a hydride of a pregnane.